3-(4-Chloro-phenyl)-adamantane-1-carboxylic acid isopropylamide C(C)(C)NC(=O)C12CC3(CC(CC(C1)C3)C2)C2=CC=C(C=C2)Cl